(3-((5-hydroxy-2-(methyl-d3)pentyl)amino)-4-nitrobenzyl)piperazine-1-carboxylic acid tert-butyl ester C(C)(C)(C)OC(=O)N1C(CNCC1)CC1=CC(=C(C=C1)[N+](=O)[O-])NCC(CCCO)C([2H])([2H])[2H]